FC1=CC(=CC=2C=COC21)C=2C(=NC(=CN2)CCC(F)(F)F)N2CCC(CC2)(C(=O)O)O 1-(3-(7-fluorobenzofuran-5-yl)-6-(3,3,3-trifluoropropyl)pyrazin-2-yl)-4-hydroxypiperidine-4-carboxylic acid